FC=1C(=CC(=C(C1)N1C(C=CC2=CC(=CC=C12)S(=O)(=O)NC1=NOC=C1)=O)OC)C1CC(C1)(C(F)(F)F)F 1-(5-fluoro-4-(3-fluoro-3-(trifluoromethyl)cyclobutyl)-2-methoxyphenyl)-N-(isoxazol-3-yl)-2-oxo-1,2-dihydroquinoline-6-sulfonamide